O1C2=C(OCC1)C=C(C=C2)C(=O)N 2,3-DIHYDROBENZO[B][1,4]DIOXINE-6-CARBOXAMIDE